C(C)(C)(C)OC(=O)N1C(=CC=2C1=CN=CC2)C=2C=CC(=NC2F)C=2C=NC(=CC2)N(C)C(=O)OC(C)(C)C 2-(6'-(Boc(methyl)amino)-6-fluoro-2,3'-bipyridin-5-yl)-1H-pyrrolo[2,3-c]pyridine-1-carboxylic acid tert-butyl ester